OC(CN1CCC(CC1)NC1=C2C=C(N(C2=CC=C1)CC(F)(F)F)C#CCNC1=C(C=C(C=C1)S(=O)(=O)N)OC)COC 4-{[3-(4-{[1-(2-hydroxy-3-methoxypropyl)piperidin-4-yl]amino}-1-(2,2,2-trifluoroethyl)-1H-indol-2-yl)prop-2-yn-1-yl]amino}-3-methoxybenzene-1-sulfonamide